NC=1N=C(C(=NC1)O)O AMINOPYRAZINEDIOL